OCC1=C(C=CC(=C1)[C@H](CNCCCCCCOCCCCC1=CC=CC=C1)O)O 2-(Hydroxymethyl)-4-[(1R)-1-hydroxy-2-{[6-(4-phenylbutoxy)hexyl]amino}ethyl]phenol